(4-(1H-imidazol-2-yl)piperidin-1-yl)(3'-chloro-[1,1'-biphenyl]-4-yl)methanone, trifluoroacetic acid salt FC(C(=O)O)(F)F.N1C(=NC=C1)C1CCN(CC1)C(=O)C1=CC=C(C=C1)C1=CC(=CC=C1)Cl